4-chloro-3-(2-cyanopropan-2-yl)benzamide ClC1=C(C=C(C(=O)N)C=C1)C(C)(C)C#N